lithium cobalt (III) oxide [Co+]=O.[Li+]